potassium cesium gallium phosphate P(=O)([O-])([O-])[O-].[Ga+3].[Cs+].[K+]